ClC1=CC=C(C=C1)C1=NN2C(C=NCC2(C)C)=C1C1=CC=NC=C1 2-(4-chlorophenyl)-7,7-dimethyl-3-(pyridin-4-yl)-6,7-dihydropyrazolo[1,5-a]pyrazin